1-(1-(2-(2-(2-((2S,3S)-1-methyl-5-oxo-2-(pyridin-3-yl)pyrrolidine-3-carboxamido)ethoxy)ethoxy)ethyl)piperidin-4-yl)-1H-pyrazole-4-carboxylic acid CN1[C@@H]([C@H](CC1=O)C(=O)NCCOCCOCCN1CCC(CC1)N1N=CC(=C1)C(=O)O)C=1C=NC=CC1